C1(=CC=CC=C1)CCCC1=NOC(=N1)[C@H]1N(CCC1)S(=O)(=O)CC(C)C 3-(3-phenylpropyl)-5-[(2S)-1-isobutylsulfonylpyrrolidin-2-yl]-1,2,4-oxadiazole